(4-(4-amino-7-(tetrahydrofuran-3-yl)-7H-pyrrolo[2,3-d]pyrimidin-5-yl)phenyl)-2-oxo-1-phenyl-2,4,6,7-tetrahydro-1H-pyrazolo[5,1-c][1,4]oxazine-3-carboxamide NC=1C2=C(N=CN1)N(C=C2C2=CC=C(C=C2)C2OCCN1C2=C(C(N1C1=CC=CC=C1)=O)C(=O)N)C1COCC1